3-(4-(4-(1-(4-aminophenyl)azetidin-3-yl)piperazin-1-yl)-1-oxoisoindolin-2-yl)piperidine-2,6-dione NC1=CC=C(C=C1)N1CC(C1)N1CCN(CC1)C1=C2CN(C(C2=CC=C1)=O)C1C(NC(CC1)=O)=O